O(CC)C1=C(C=C(C=C1C)C1=NNC(C2=C1N=CC=C2)=O)C 8-(4-Ethoxyl-3,5-dimethylphenyl)-pyrido[2,3-d]pyridazin-5(6H)-one